CC1=C(C=C)C=CC=C1 ortho-methylstyrene